ClC1=CC=2N=C(N=CC2N=C1)NCC1=CC(=C(C=C1)Cl)Cl 7-chloro-N-(3,4-dichlorobenzyl)pyrido[3,2-d]pyrimidin-2-amine